2-allyl-6-((4-(4-(5-aminopentyl)piperazin-1-yl)phenyl)amino)-1-(6-(2-hydroxypropan-2-yl)pyridin-2-yl)-1,2-dihydro-3H-pyrazolo[3,4-d]pyrimidin-3-one C(C=C)N1N(C2=NC(=NC=C2C1=O)NC1=CC=C(C=C1)N1CCN(CC1)CCCCCN)C1=NC(=CC=C1)C(C)(C)O